(1s,4s)-N-(5-hydroxypyridin-2-yl)-4-iso-propoxycyclohexane-1-carboxamide OC=1C=CC(=NC1)NC(=O)C1CCC(CC1)OC(C)C